C(C)(C)C1=C(C=CC=C1)C1C(CCCC1)=O 2-(2-isopropylphenyl)cyclohexanone